C1(CC1)C1=C(C=C(C(=O)O)C=C1)S(NC1=C(C=CC(=C1)S(=O)(=O)C)C1=CC(=CC=C1)F)(=O)=O 4-cyclopropyl-3-(N-(3'-fluoro-4-(methylsulfonyl)-[1,1'-biphenyl]-2-yl)sulfamoyl)benzoic Acid